N[C@@H]1C[C@@H]([C@H]2[C@H]1OC(O2)(C)C)O (3aS,4S,6R,6aS)-6-aminotetrahydro-2,2-dimethyl-4H-cyclopenta-1,3-dioxolane-4-ol